CC1=CNC(C(=N1)NC(OC(C)(C)C)=O)=O tert-butyl (6-methyl-3-oxo-3,4-dihydropyrazin-2-yl)carbamate